C[C@@H]\\1C[C@@H](OC(=O)C[C@@H](NC(=O)C(N(C(=O)[C@@H](NC(=O)[C@H](C/C(=C1)/C)C)C)C)CC2(C3=CC=CC=C3NC(=O)O2)OC)C4=CC=C(C=C4)O)C The molecule is a cyclodepsipeptide isolated from Jaspis splendens. A derivative of jaspamide, it has been shown to exhibit cytotoxic and microfilament disruption activity. It has a role as a metabolite, an actin polymerisation inhibitor and an antineoplastic agent. It is a cyclodepsipeptide, a macrocycle and an ether.